Cl.FC(CN1N=CC2=CC=C(C=C12)COC=1C(=NC=CC1)C1CCCCN1)(F)F 6-((1-(1-(2,2,2-trifluoroethyl)-1H-indazol-6-yl)methoxy)pyridin-2-yl)Piperidine hydrochloride